Ethyl stearate C(CCCCCCCCCCCCCCCCC)(=O)OCC